2-phenoxy-1-((2-(trimethylsilyl)ethoxy)methyl)-1H-benzo[d]Imidazole O(C1=CC=CC=C1)C1=NC2=C(N1COCC[Si](C)(C)C)C=CC=C2